FC=1C=C(C=NC1)NC1=NC(=NC(=N1)NC(C)C)C1=CC=CC=C1 N2-(5-fluoropyridin-3-yl)-N'-isopropyl-6-phenyl-1,3,5-triazine-2,4-diamine